9-((3aR,3bR,4aS,5R,5aS)-3b-(((tert-Butyldiphenylsilyl)oxy)methyl)-2,2-dimethylhexahydrocyclopropa[3,4]cyclopenta[1,2-d][1,3]dioxol-5-yl)-2-iodo-N-(dicyclopropylmethyl)-9H-purin-6-amine [Si](C1=CC=CC=C1)(C1=CC=CC=C1)(C(C)(C)C)OC[C@@]12[C@@H]([C@H]([C@@H]3OC(O[C@@H]31)(C)C)N3C1=NC(=NC(=C1N=C3)NC(C3CC3)C3CC3)I)C2